C(C)(C)S(=O)(=O)N1C2CN(C(C1)CC2)C(=O)OC(C)(C)C tert-Butyl 5-(isopropylsulfonyl)-2,5-diazabicyclo[2.2.2]octane-2-carboxylate